CC1=C(C=CC(=C1)C)C1=NC(=NC(=N1)C1=C(C=C(C=C1)C)C)C1=C(C=C(C=C1)OCCCCCCCC)O 2-[4,6-bis(2,4-dimethylphenyl)-1,3,5-triazine-2-yl]-5-(octyloxy)phenol